tert-butyl (6-(6-(1-methyl-1H-pyrazol-4-yl)-7H-pyrrolo[2,3-d]pyrimidin-4-yl)-1,2,3,4-tetrahydronaphthalen-1-yl)carbamate CN1N=CC(=C1)C1=CC2=C(N=CN=C2C=2C=C3CCCC(C3=CC2)NC(OC(C)(C)C)=O)N1